C(C)(C)(C)OC(NC(C)C=1N(C2=C(C=NC=C2)N1)C1=NC=C(C=C1)Cl)=O {1-[1-(5-Chloropyridin-2-yl)-1H-imidazo[4,5-c]pyridin-2-yl]ethyl}carbamic acid tert-butyl ester